FC=1C=C2C(C[C@H]([C@@H](C2=CC1F)NC(=O)NC=1C(=NC(=C(C1)C)C1=CN=NC(=C1)C)C1=CC=CC=C1)O)(C)C ((1r,2r)-6,7-difluoro-2-hydroxy-4,4-dimethyl-1,2,3,4-tetrahydronaphthalen-1-yl)-3-(5-methyl-6-(6-methylpyridazin-4-yl)-2-phenylpyridin-3-yl)urea